FC(C(=O)O)(F)F.NCCOCCC(=O)SC1=CC=C(C=C1)CCC(=O)O 3-(4-((3-(2-aminoethoxy)propanoyl)thio)phenyl)propanoic acid trifluoroacetic acid salt